ClC1=C(C(=O)NC=2N(N=C3C2N=CC(=C3)[C@H](CO)O)C3=CC=CC=C3)C=C(C(=C1)C(F)(F)F)C1=NC=CC=N1 |o1:15| (R or S)-2-Chloro-N-[6-(1,2-dihydroxyethyl)-2-phenyl-2H-pyrazolo[4,3-b]pyridin-3-yl]-5-pyrimidin-2-yl-4-(trifluoromethyl)benzamide